Cl.NC/C(/CN1N=CN(C1=O)CC1=CC=C(S1)C=1C=CC2=C(NC(CO2)=O)C1)=C/F 6-[5-(1-[(2Z)-2-(aminomethyl)-3-fluoroprop-2-en-1-yl]-5-oxo-1,5-dihydro-4H-1,2,4-triazol-4-ylmethyl)thiophen-2-yl]-2H-1,4-benzoxazin-3(4H)-one hydrochloride